2-(3-(3'-methyl-[1,1'-biphenyl]-3-yl)-4-(4-sulfamoylbenzyl)-1H-pyrazol-1-yl)thiazole-4-carboxylic acid CC=1C=C(C=CC1)C1=CC(=CC=C1)C1=NN(C=C1CC1=CC=C(C=C1)S(N)(=O)=O)C=1SC=C(N1)C(=O)O